2-(2-phenoxyethyl)pyridazin O(C1=CC=CC=C1)CCN1NC=CC=C1